1-[(3S)-3-methyl-4-[4-({3-methyl-4-[(1-methyl-1,3-benzodiazol-5-yl)methyl]phenyl}amino)pyrido[3,4-d]pyrimidin-6-yl]piperazin-1-yl]prop-2-en-1-one C[C@H]1CN(CCN1C1=CC2=C(N=CN=C2NC2=CC(=C(C=C2)CC2=CC3=C(N(C=N3)C)C=C2)C)C=N1)C(C=C)=O